7-Chloro-5-[(1R)-1-(pyridin-2-yl)ethoxy]imidazo[1,2-a]pyridine-3-carbonitrile ClC1=CC=2N(C(=C1)O[C@H](C)C1=NC=CC=C1)C(=CN2)C#N